[C@@H]1(O[C@H](O)[C@@H](CO)O1)N1C=NC=2C(O)=NC=NC12 deoxyoxainosine